(S)-2-[6-chloro-5-fluoro-2-(4-fluoro-phenyl)-benzimidazol-1-yl]-2,N-dicyclohexyl-acetamide ClC=1C(=CC2=C(N(C(=N2)C2=CC=C(C=C2)F)[C@H](C(=O)NC2CCCCC2)C2CCCCC2)C1)F